C1(CC1)C(=O)N1CCN(C2(C1)CCN(C(CC2)=O)CC(=O)O)C 2-(4-(cyclopropanecarbonyl)-1-methyl-10-oxo-1,4,9-triazaspiro[5.6]dodecan-9-yl)acetic acid